Ethyl 2,2-difluoro-2-(8-((1R,2R)-2-hydroxy-2-methylcyclopentyl)-2-(methylthio)-7-oxo-7,8-dihydropyrido[2,3-d]pyrimidin-6-yl)acetate FC(C(=O)OCC)(C1=CC2=C(N=C(N=C2)SC)N(C1=O)[C@H]1[C@](CCC1)(C)O)F